N-[(1S)-2-[[5-[3,5-dimethyl-1-(2-trimethylsilylethoxymethyl)pyrazol-4-yl]-6-fluoro-2-pyridyl]amino]-1-(4-methylcyclohexyl)-2-oxo-ethyl]-2-propyl-pyrazole-3-carboxamide CC1=NN(C(=C1C=1C=CC(=NC1F)NC([C@H](C1CCC(CC1)C)NC(=O)C=1N(N=CC1)CCC)=O)C)COCC[Si](C)(C)C